C1=CC=C(C=C1)CCNC2=CC=CC=C2 N-(2-phenylethyl)aniline